CC1=NC2=C(N1)C=CC=C2C2=CC=C(C=C2)C=2CCCCC2 2-methyl-4-(2',3',4',5'-tetrahydro-[1,1'-biphenyl]-4-yl)-1H-benzo[d]Imidazole